(((4-phenyl-1H-indazol-3-yl)amino)methyl)benzoic acid C1(=CC=CC=C1)C1=C2C(=NNC2=CC=C1)NCC1=C(C(=O)O)C=CC=C1